(biphenylyl)[Di(biphenylyl)triazineyl](dibenzofuranyl)biphenyl phenyl-(4-((3-chloro-1H-pyrrolo[2,3-b]pyridin-4-yl)oxy)-2-methylphenyl)(phenoxycarbonyl)carbamate C1(=CC=CC=C1)C1=C(OC(=O)N(C(O)=O)C2=C(C=C(C=C2)OC2=C3C(=NC=C2)NC=C3Cl)C)C=CC=C1.C1(=C(C=CC=C1)C1=C(C(=C(C=C1)C1=CC=CC=C1)C1=CC=CC=3OC2=C(C31)C=CC=C2)C2=NN=NC(=C2C2=C(C=CC=C2)C2=CC=CC=C2)C2=C(C=CC=C2)C2=CC=CC=C2)C2=CC=CC=C2